C[C@@H]1[C@H](C2=CC(=CC=C2C1)C)N (1R,2S)-2,6-dimethyl-1-aminoindane